1-(3-(4-Chloro-3,5-dimethylphenoxy)propyl)-4-((4-isopropylphenyl)sulfonyl)-3,5-dimethyl-1H-pyrrole-2-carboxylic acid ClC1=C(C=C(OCCCN2C(=C(C(=C2C)S(=O)(=O)C2=CC=C(C=C2)C(C)C)C)C(=O)O)C=C1C)C